C(C)C1(C(NC(NC1=O)=O)=O)CC.[Na] sodium 5,5-diethylbarbiturate